C=12CC=C(C3=CC(C=CC13)=O)C2 1,4-methanonaphthalen-6(2H)-one